calcium oxide, hemihydrate O.[O-2].[Ca+2].[Ca+2].[O-2]